BrC=1C(=CC(N(C1)CC1=CC=C(C=C1)OC)=O)C(F)(F)F 5-bromo-1-[(4-methoxyphenyl)methyl]-4-(trifluoromethyl)pyridin-2-one